NC=1C2=C(N=CN1)N(C=C2C2=CC=C(C=C2)NC(=O)C=2C(N(N(C2C)C)C2=CC=CC=C2)=O)C (4-(4-amino-7-methyl-7H-pyrrolo[2,3-d]pyrimidin-5-yl)phenyl)-1,5-dimethyl-3-oxo-2-phenyl-2,3-dihydro-1H-pyrazole-4-carboxamide